The molecule is an organic sodium salt comprising equimolar amounts of chlorfenac(1-) anions and sodium cations. An obsolete herbicide. It has a role as an agrochemical, a herbicide and a synthetic auxin. It contains a chlorfenac(1-). C1=CC(=C(C(=C1Cl)CC(=O)[O-])Cl)Cl.[Na+]